4-chloro-5-(5-methyl-1,3,4-oxadiazol-2-yl)pyrimidin-2-amine ClC1=NC(=NC=C1C=1OC(=NN1)C)N